C(C)(C)(C)C=1C=C(C=C(C1O)Cl)C1(CCCCC1)C1=CC(=C(C(=C1)Cl)O)C(C)(C)C 1,1-bis(3-tert-butyl-5-chloro-4-hydroxyphenyl)cyclohexane